2'-(1H-1,3-benzodiazol-2-yl)-5'-chloro-N2-(4-chlorobenzenesulfonyl)-N4-[(1R)-1-phenylbutyl]-[1,1'-biphenyl]-2,4-dicarboxamide N1C(=NC2=C1C=CC=C2)C2=C(C=C(C=C2)Cl)C=2C(=CC(=CC2)C(=O)N[C@H](CCC)C2=CC=CC=C2)C(=O)NS(=O)(=O)C2=CC=C(C=C2)Cl